5-(5-methylfuran-2-yl)-2-propan-2-yl-[1,2,4]triazolo[1,5-c]pyrimidin-7-amine CC1=CC=C(O1)C1=NC(=CC=2N1N=C(N2)C(C)C)N